C(CC1=CC=CC=C1)C1(CN(CC1)CC1COCC1)C1OCCC1 3-phenethyl-3-(tetrahydrofuran-2-yl)-1-((tetrahydrofuran-3-yl)methyl)pyrrolidine